(trimethylammonio) ethylphosphonate C(C)P(O[N+](C)(C)C)([O-])=O